BrC1=NOC=CC=C1 bromooxazepin